CCCCCCCCCC(=O)OCC(CC)(CO)COC(=O)CCCCCCCCC trimethylolpropane dicaprate